5-(8-(2,4-Dichlorophenyl)-9-(4-(((S)-1-(3-fluoropropyl)pyrrolidin-3-yl)oxy)phenyl)-6,7-dihydro-5H-benzo[7]annulen-3-yl)imidazolidin-2,4-dion ClC1=C(C=CC(=C1)Cl)C=1CCCC2=C(C1C1=CC=C(C=C1)O[C@@H]1CN(CC1)CCCF)C=CC(=C2)C2C(NC(N2)=O)=O